OC1=C(C(N(C2=CC=C(C=C12)[N+](=O)[O-])C)=O)C(=O)OCC ethyl 4-hydroxy-1-methyl-6-nitro-2-oxo-1,2-dihydroquinoline-3-carboxylate